FC(C=1NC(=C([NH+]1)C#N)C#N)(F)F 2-trifluoromethyl-4,5-dicyano-imidazolium